C(CCCCCCCCCCCCCCCCC)(=O)OCC(COC(CCCCCCCCCCCCCCCCC)=O)OC(=O)N1CC(C1)CN(C)C 2-((3-((dimethylamino)methyl)azetidine-1-carbonyl)oxy)propane-1,3-diyl distearate